1-N'-(4-Fluorophenyl)-1-N-[4-[6-methyl-7-(1-methylpyrazol-4-yl)quinolin-4-yl]oxyphenyl]cyclopropane-1,1-dicarboxamide FC1=CC=C(C=C1)NC(=O)C1(CC1)C(=O)NC1=CC=C(C=C1)OC1=CC=NC2=CC(=C(C=C12)C)C=1C=NN(C1)C